(3-methoxy-4-((3-(7-((2-methyl-2-azaspiro[3.3]heptan-6-yl)amino)-3-(2,2,2-trifluoroethyl)benzo[b]thiophen-2-yl)prop-2-yn-1-yl)amino)phenyl)dimethylphosphine oxide COC=1C=C(C=CC1NCC#CC1=C(C2=C(S1)C(=CC=C2)NC2CC1(CN(C1)C)C2)CC(F)(F)F)P(C)(C)=O